3,5-diaminocinnamate NC=1C=C(C=CC(=O)[O-])C=C(C1)N